C(C)(C)(C)[Si](OC[C@H]1CN(C(O1)=O)C1=NC=C(C=C1)OCC1=C(C=CC=C1C(F)(F)F)Cl)(C)C (5R)-5-{[(tertbutyldimethylsilyl)oxy]methyl}-3-(5-{[2-chloro-6-(trifluoromethyl)phenyl]methoxy}pyridin-2-yl)-1,3-oxazolidin-2-one